4-(2-bromoethyl)morpholine hydrogen bromide Br.BrCCN1CCOCC1